tert-butyl 4-(1-(3-chloro-2-cyanophenyl)-3-isopropyl-3-methyl-2-oxoindolin-6-yl)piperidine-1-carboxylate ClC=1C(=C(C=CC1)N1C(C(C2=CC=C(C=C12)C1CCN(CC1)C(=O)OC(C)(C)C)(C)C(C)C)=O)C#N